sodium (R)-2,3-bis(tetradecanoyloxy)propyl(2,3-dihydroxypropyl) phosphate P(=O)(OCC(C(O)C[C@H](COC(CCCCCCCCCCCCC)=O)OC(CCCCCCCCCCCCC)=O)O)([O-])[O-].[Na+].[Na+]